N-(2-bromo-4-methoxy-5-nitrophenyl)pivaloamide tert-Butyl-8-(3-methylpyridine-2-sulfonamido)-3,4-dihydroisoquinoline-2(1H)-carboxylate C(C)(C)(C)OC(=O)N1CC2=C(C=CC=C2CC1)NS(=O)(=O)C1=NC=CC=C1C.BrC1=C(C=C(C(=C1)OC)[N+](=O)[O-])NC(C(C)(C)C)=O